4-(6-fluoro-2-methoxyphenyl)pyrimidin-2-amine FC1=CC=CC(=C1C1=NC(=NC=C1)N)OC